N-(((2S,3R)-6,6-difluoro-2-methylmorpholin-3-yl)methyl)-5-(trifluoromethyl)pyrazin-2-amine FC1(O[C@H]([C@H](NC1)CNC1=NC=C(N=C1)C(F)(F)F)C)F